CN1CCC(CC1)N1N=C(C2=CC=CC=C2C1=O)C=1C=C(C=CC1)CCS(=O)(=O)N (3-(3-(1-methylpiperidin-4-yl)-4-oxo-3,4-dihydro-phthalazin-1-yl)phenyl)ethylsulphonamide